N1=C(C2=C1C=N2)C(=O)[O-] Azetoazetat